1,2,3,4-cyclobutanetetracarboxylic acid chloride C1(C(C(C1C(=O)Cl)C(=O)Cl)C(=O)Cl)C(=O)Cl